N1-((S)-5-amino-1-(((S)-1-(((S)-1-(((S)-1-amino-1-oxo-3-phenylpropan-2-yl)amino)-5-guanidino-1-oxopentan-2-yl)amino)-1-oxopropan-2-yl)amino)-1,5-dioxopentan-2-yl)pentanediamide NC(CC[C@@H](C(=O)N[C@H](C(=O)N[C@H](C(=O)N[C@H](C(=O)N)CC1=CC=CC=C1)CCCNC(=N)N)C)NC(CCCC(=O)N)=O)=O